6-(allylthio)-3-fluoro-N,N-bis(4-methoxybenzyl)-4-methyl-5-(trifluoromethyl)pyridin-2-amine C(C=C)SC1=C(C(=C(C(=N1)N(CC1=CC=C(C=C1)OC)CC1=CC=C(C=C1)OC)F)C)C(F)(F)F